Octadecanoic acid (R)-1-[(S)-1-(tert-butylamino-methyl)-2-(4-morpholin-4-yl-[1,2,5]thiadiazol-3-yloxy)-ethoxycarbonyl]-ethyl ester C(C)(C)(C)NC[C@@H](COC1=NSN=C1N1CCOCC1)OC(=O)[C@@H](C)OC(CCCCCCCCCCCCCCCCC)=O